trans-4-((3-(2-Cyclopropyloxazol-4-yl)-phenyl)((trans-4-(4-methoxy-3-methyl-phenyl)cyclohexyl)-methyl)carbamoyl)-cyclohexyl 3-hydroxy-azetidine-1-carboxylate OC1CN(C1)C(=O)O[C@@H]1CC[C@H](CC1)C(N(C[C@@H]1CC[C@H](CC1)C1=CC(=C(C=C1)OC)C)C1=CC(=CC=C1)C=1N=C(OC1)C1CC1)=O